2-[5-fluoro-4-[(4-methoxyphenyl)methoxy]-2-methyl-phenyl]-4,4,5,5-tetramethyl-1,3,2-dioxaborolane FC=1C(=CC(=C(C1)B1OC(C(O1)(C)C)(C)C)C)OCC1=CC=C(C=C1)OC